BrC1=C(C(=C(C(=C1N)N)Br)N)N 3,6-dibromobenzene-1,2,4,5-tetramine